(S)-(±)-2-(2-chlorophenyl)-2-(methylamino)cyclohexan-1-one stearylacrylate C(CCCCCCCCCCCCCCCCC)OC(C=C)=O.ClC1=C(C=CC=C1)[C@@]1(C(CCCC1)=O)NC |r|